pregnenetriol disulfate S(=O)(=O)(O)OS(=O)(=O)O.C(C=C1CC[C@H]2[C@@H]3CCC4CCCC[C@]4(C)[C@H]3CC[C@]12C)(O)(O)O